14-chloro-4,6,8,10,12-pentamethylpentadecyl pentoxymethyl ether C(CCCC)OCOCCCC(CC(CC(CC(CC(CC(C)Cl)C)C)C)C)C